N-(tert-butoxycarbonyloxy)-methylcarbamate C(C)(C)(C)OC(=O)ON(C([O-])=O)C